C1(CC1)NC(=O)C=1C=NC(=C(C1)S(=O)(=O)CC)C1=NC2=C(N=NC(=C2)C(C(F)(F)F)(F)F)N1C N-cyclopropyl-5-ethylsulfonyl-6-[7-methyl-3-(1,1,2,2,2-pentafluoroethyl)imidazo[4,5-c]pyridazin-6-yl]pyridine-3-carboxamide